CC=1CCCC(C1)C=1C(=C(C(=CC1O)CCCCC)C1=CC(=NC=C1)C)O 5'-methyl-3-(2-methylpyridin-4-yl)-4-pentyl-1',2',3',4'-tetrahydro-[1,1'-biphenyl]-2,6-diol